ClC1=C(C=C(C=C1)F)C1NC(C=2N(C(C=C(C21)NC(C2=CC(=CC(=C2)C(F)(F)F)F)=O)=O)C)=O N-[5-(2-chloro-5-fluorophenyl)-1-methyl-2,7-dioxo-1H,2H,5H,6H,7H-pyrrolo[3,4-b]pyridin-4-yl]-3-fluoro-5-(trifluoromethyl)benzamide